FC1=C(C#N)C(=CC=C1)F 2,6-difluorobenzonitrile